N-[(3,4-Difluoro-phenyl)-methyl]-2-ethoxy-4-methyl-6-morpholin-4-yl-pyridine-3-carboxylic acid amide FC=1C=C(C=CC1F)CNC(=O)C=1C(=NC(=CC1C)N1CCOCC1)OCC